6-chloro-8-((1S,2S)-2-(1-methyl-1H-indazol-6-yl)cyclopropyl)imidazo[1,2-b]pyridazine ClC=1C=C(C=2N(N1)C=CN2)[C@@H]2[C@H](C2)C2=CC=C1C=NN(C1=C2)C